4-(1,3-Dimethyl-2,3-dihydro-1H-benzoimidazol-2-yl)-N,N-diphenylaniline CN1C(N(C2=C1C=CC=C2)C)C2=CC=C(N(C1=CC=CC=C1)C1=CC=CC=C1)C=C2